O=C1N(C(C2=CC=CC=C12)=O)[C@@H]1CNCC1 (S)-3-(1,3-dioxoisoindoline-2-yl)pyrrolidine